tert-butyl (1R,3s,5S)-3-((2-((3,6-dichloropyridazin-4-yl)oxy)ethyl)amino)-8-azabicyclo[3.2.1]octane-8-carboxylate ClC=1N=NC(=CC1OCCNC1C[C@H]2CC[C@@H](C1)N2C(=O)OC(C)(C)C)Cl